1-(3-((5-chloro-2-((1-(1-isopropylpiperidin-4-yl)-1H-pyrazol-4-yl)amino)pyrimidin-4-yl)amino)propyl)piperidin-2-one ClC=1C(=NC(=NC1)NC=1C=NN(C1)C1CCN(CC1)C(C)C)NCCCN1C(CCCC1)=O